tert-butyl 1-(((R)-tert-butylsulfinyl) amino)-5-cyano-1,3-dihydrospiro[indene-2,4'-piperidine]-1'-carboxylate C(C)(C)(C)[S@@](=O)NC1C2=CC=C(C=C2CC12CCN(CC2)C(=O)OC(C)(C)C)C#N